N1S(CC(C2=C1C=CC=C2)=O)(=O)=O 1H-2,1-Benzothiazin-4(3H)-on-2,2-dioxid